1-tetradecanoyl-2-nonadecanoyl-glycero-3-phosphoserine C(CCCCCCCCCCCCC)(=O)OCC(OC(CCCCCCCCCCCCCCCCCC)=O)COP(=O)(O)OC[C@H](N)C(=O)O